methyl (R)-1-(5-bromo-4-fluoro-6-(hydroxymethyl)-2,3-dihydrobenzofuran-7-yl)-3-((tert-butoxycarbonyl)amino)pyrrolidine-3-carboxylate BrC=1C(=C(C2=C(CCO2)C1F)N1C[C@](CC1)(C(=O)OC)NC(=O)OC(C)(C)C)CO